FC(OC=1C=CC(=C(C1)N1C(N(C2=C1C=CC(=C2)C(=O)NC2(CS(C2)(=O)=O)C)[C@H](C)C(C)(C)O)=O)F)F (R)-1-(5-(difluoromethoxy)-2-fluorophenyl)-3-(3-hydroxy-3-methylbutan-2-yl)-N-(3-methyl-1,1-dioxothietan-3-yl)-2-oxo-2,3-dihydro-1H-benzo[d]imidazole-5-carboxamide